ClC(=CCl)Br 1,2-dichlorovinyl bromide